O=C1[C@@]2(C=3C(=NC=CC3)N1COCC[Si](C)(C)C)CC1=CC=C(C=C1C2)C(=O)OC Methyl (S)-2'-oxo-1'-((2-(trimethylsilyl)ethoxy) methyl)-1,1',2',3-tetrahydrospiro[indene-2,3'-pyrrolo[2,3-b]pyridine]-5-carboxylate